4-methyl-3-(S-methylsulfonimidoyl)benzamide CC1=C(C=C(C(=O)N)C=C1)S(=O)(=N)C